COC1=NC(=CC2=C1C(NN=C2)=O)N2CCC(CC2)CNC(OC(C)(C)C)=O tert-butyl ((1-(5-methoxy-4-oxo-3,4-dihydropyrido[3,4-d]pyridazin-7-yl)piperidin-4-yl)methyl)carbamate